C(CCCCCCCC)OC1(CC=C(C=C1)N=NC12C(C=CC=C1)O2)OCCCCCCCCC 4,4-dinonyloxyazobenzene oxide